tert-butyl (3-(3-methoxy-4-((3-(4-methoxy-3-(pentyloxy)phenyl)-2-oxotetrahydropyrimidin-1(2H)-yl)methyl)phenyl)propyl)carbamate COC=1C=C(C=CC1CN1C(N(CCC1)C1=CC(=C(C=C1)OC)OCCCCC)=O)CCCNC(OC(C)(C)C)=O